2-(methylthio)ethane CSCC